N-[5-(cyanomethyl)-3-methoxypyridin-2-yl]5-phenyl-1H-pyrrole-3-sulfonamide C(#N)CC=1C=C(C(=NC1)NS(=O)(=O)C1=CNC(=C1)C1=CC=CC=C1)OC